C(C1=CC=CC=C1)N1CC(C(C1)(F)F)CO (1-benzyl-4,4-difluoropyrrolidin-3-yl)methanol